FC(OC1=CC=C(C=C1)S(=O)(=O)N1C=C(C2=CC=CC=C12)C=O)(F)F 1-(4-trifluoromethoxybenzenesulfonyl)-1H-indole-3-carbaldehyde